C[SiH](C1=CC=C(C=C1)[Si](CC)(CC)C1=CC=C(C=C1)[SiH](C)C)C bis(4-(dimethylsilyl)phenyl)diethylsilane